O=C1NC(CCC1N1C(C2=CC=C(C=C2C1=O)[N+](=O)[O-])=O)=O 2-(2,6-dioxopiperidin-3-yl)-5-nitroisoindoline-1,3-dione